FC1=C(C=CC=C1)C1=CC=C(C=C1)CCCC(=O)NCC=1C=NC=CC1 4-(2'-fluoro-[1,1'-biphenyl]-4-yl)-N-(pyridin-3-ylmethyl)butanamide